O1C(=CC=C1)N Furan-2-amine